CN1CC(C1)S(=O)(=O)C1=CC=C(C=C1)O 4-(1-methylazetidin-3-yl)sulfonylphenol